CC1=NC=CC(=C1)C1=CC=2C=NC(=CC2N1COCC[Si](C)(C)C)N[C@@H]1COCCC1 (S)-2-(2-Methylpyridin-4-yl)-N-(tetrahydro-2H-pyran-3-yl)-1-((2-(trimethylsilyl)ethoxy)methyl)-1H-pyrrolo[3,2-c]pyridin-6-amine